C(#N)C1=C(C=C2N(CCN(C2=C1)C1=C2C=C(C(N(C2=CC(=C1)OC)C)=O)C)C)C(=O)O 7-cyano-1-(7-methoxy-1,3-dimethyl-2-oxo-1,2-dihydro-quinolin-5-yl)-4-methyl-1,2,3,4-tetrahydroquinoxaline-6-carboxylic acid